ClC1=CC=C(C=C1)CCCNCC(=O)O 2-{[3-(4-chlorophenyl)propyl]amino}acetic acid